ClC=1C=C(CNC([C@@H](CCC2=NN=NN2)N2C([C@H]3N(C(CC2)CCC2=CC=CC=C2)C[C@@H](C3)NC(OC(C)(C)C)=O)=O)=O)C=CC1Cl tert-butyl ((8R,9aS)-2-((R)-1-((3,4-dichlorobenzyl)amino)-1-oxo-4-(1H-tetrazol-5-yl)butan-2-yl)-1-oxo-5-phenethyloctahydro-1H-pyrrolo[1,2-a][1,4]diazepin-8-yl)carbamate